2,2'-((1,3-phenylenebis(propane-3,1-diyl))bis(cyclopropane-1,1-diyl))diacetic acid C1(=CC(=CC=C1)CCCC1(CC1)CC(=O)O)CCCC1(CC1)CC(=O)O